CCCCCCCCCCCCCCCCCCCC(=O)OC[C@H](COP(=O)([O-])OCC[N+](C)(C)C)O The molecule is a 1-O-acyl-sn-glycero-3-phosphocholine in which the acyl group is specified as icosanoyl. It is a 1-O-acyl-sn-glycero-3-phosphocholine and a lysophosphatidylcholine 20:0. It derives from an icosanoic acid.